16-(2-octylamino-2-oxo-ethyl)-1,4,10,13-tetraoxa-7,16-diaza-octadecane-7-carboxylic acid tert-butyl ester C(C)(C)(C)OC(=O)N(CCOCCO)CCOCCOCCN(CC)CC(=O)NCCCCCCCC